5,7,8,3',4'-pentahydroxyisoflavone OC1=C2C(C(=COC2=C(C(=C1)O)O)C1=CC(=C(C=C1)O)O)=O